(R)-2-methyl-N-(1-(3-nitro-5-(trifluoromethyl)phenyl)ethyl)-6-phenyl-7-(pyrrolidin-1-yl)pyrido[2,3-d]pyrimidin-4-amine CC=1N=C(C2=C(N1)N=C(C(=C2)C2=CC=CC=C2)N2CCCC2)N[C@H](C)C2=CC(=CC(=C2)C(F)(F)F)[N+](=O)[O-]